2-(((R)-1-(3-cyano-7-methyl-4-oxo-2-((((R)-tetrahydrofuran-3-yl)methyl)amino)-4H-pyrido[1,2-a]pyrimidin-9-yl)ethyl)amino)benzoic acid C(#N)C1=C(N=C2N(C1=O)C=C(C=C2[C@@H](C)NC2=C(C(=O)O)C=CC=C2)C)NC[C@@H]2COCC2